(2-chlorophenyl)-4-[3-(phenyloxy)propanoyl]piperazine ClC1=C(C=CC=C1)N1CCN(CC1)C(CCOC1=CC=CC=C1)=O